4'-bromo-3-fluoro-2'-methyl-[1,1'-biphenyl]-4-carboxylic acid BrC1=CC(=C(C=C1)C1=CC(=C(C=C1)C(=O)O)F)C